Methyl 1-(4-fluoro-3-hydroxy-phenyl)-5-(4-(methylsulfonyl)-piperazin-1-yl)-1H-indole-2-carboxylate FC1=C(C=C(C=C1)N1C(=CC2=CC(=CC=C12)N1CCN(CC1)S(=O)(=O)C)C(=O)OC)O